N-Methyl-3-amino-propyltrimethoxysilan CNCCC[Si](OC)(OC)OC